6-(cyclopropanecarboxamido)-N-methyl-4-((7-methyl-6,7-dihydro-5H-benzo[f][1,2,4]triazolo[4,3-d][1,4]diazepin-8-yl)amino)pyridazine-3-carboxamide C1(CC1)C(=O)NC1=CC(=C(N=N1)C(=O)NC)NC1=CC=CC=2C=3N(CCN(C21)C)C=NN3